dibutylpentyl ether C(CCC)C(CCCC)(CCCC)OC(CCCC)(CCCC)CCCC